(E)-3,3-dimethyl-5-(2,2,3-trimethyl-3-cyclopenten-1-yl)-4-penten-2-ol CC(C(C)O)(\C=C\C1C(C(=CC1)C)(C)C)C